NC1=C(C=CC=C1)C1=CC=C(N=N1)N1CC(CCC1)NC(C1=CC(=C(C=C1)Cl)Cl)=O N-(1-(6-(2-aminophenyl)pyridazin-3-yl)piperidin-3-yl)-3,4-dichlorobenzamide